N-[(1S)-1-(4-methoxyphenyl)ethyl]-6-methyl-4-[(1-methylcyclopropyl)amino]furo[2,3-d]pyrimidine-5-carboxamide COC1=CC=C(C=C1)[C@H](C)NC(=O)C1=C(OC=2N=CN=C(C21)NC2(CC2)C)C